C(C)NC(=O)C1=CC=CC=C1 (ethylcarbamoyl)benzene